C(C)OC(=O)C=1CCN(CC1N)C(=O)OC(C)(C)C 5-amino-3,6-dihydro-2H-pyridine-1,4-dicarboxylic acid 1-tert-butyl ester 4-ethyl ester